OCC1=C(C=NN1C)C1=CC=C(C(=N1)C)NC(OC(C)(C)C)=O tert-butyl (6-(5-(hydroxymethyl)-1-methyl-1H-pyrazol-4-yl)-2-methylpyridin-3-yl)carbamate